ClC1=C(C2=CC=CC(=C2C=C1)C1CC1)NC(C1=CC=C(C=C1)F)=O N-(2-chloro-5-cyclopropylnaphthalen-1-yl)-4-fluorobenzamide